C(C=C)N1C(=O)C(=O)C2=CC=CC=C12 N-allylisatin